COC(=O)C1=NC=CN=C1C1=CC(=C(C=C1)OC(F)F)OCC1CC1 (3-(cyclopropylmethoxy)-4-(difluoromethoxy)phenyl)pyrazine-2-carboxylic acid methyl ester